C(C=C)OC(=O)NC1=C(C(=O)O)C=CC=C1 (((Allyloxy)carbonyl)amino)benzoic acid